ClC1=CC2=C(N(C(=N2)NC(C)C)[C@H]2O[C@@H](CC2)CO)C=C1Cl (2S,3S,4R,5S)-2-(5,6-dichloro-2-(isopropyl-amino)-1H-benzo[d]imidazol-1-yl)-5-(hydroxymethyl)tetrahydrofuran